9-(n-nonyloxycarbonyloxy)anthracene C(CCCCCCCC)OC(=O)OC=1C2=CC=CC=C2C=C2C=CC=CC12